5-(4-isopropylpiperazine-1-carbonyl)-2-(2-methyl-[1,1'-biphenyl]-3-yl)isoindole C(C)(C)N1CCN(CC1)C(=O)C1=CC2=CN(C=C2C=C1)C=1C(=C(C=CC1)C1=CC=CC=C1)C